2-[1-(2,3-dihydroxypropyl)pyrazol-4-yl]-5-propyl-3H-imidazo[2,1-b]purin-4-one OC(CN1N=CC(=C1)C1=NC=2N3C(N(C(C2N1)=O)CCC)=NC=C3)CO